4-[4-[2-[1-(6,7-dihydro-5H-pyrrolo[1,2-c]imidazol-1-yl)-2-ethoxy-2-oxo-ethyl]-7-fluoro-3-oxo-isoindolin-5-yl]pyrazol-1-yl]piperidine-1-carboxylic acid tert-butyl ester C(C)(C)(C)OC(=O)N1CCC(CC1)N1N=CC(=C1)C=1C=C2C(N(CC2=C(C1)F)C(C(=O)OCC)C1=C2N(C=N1)CCC2)=O